C1(CC=C2C=CC3=CC=CC4=CC=C1C2=C34)=O pyreneone